NC=1C(=NSOC1)N diaminooxathiazine